cyanophorone TITANIUM [Ti].C(#N)CC(C)=CC(C=C(C)C)=O